S[C@@H]1[C@@H](O)[C@@H](O)[C@@H](O1)CO Thio-β-L-ribose